ClC1=CC=C(\C=C/2\C(N(CC2)C=2N=NC(=CC2)C2=CC=NC=C2)=O)C=C1 (E)-3-(4-chlorobenzylidene)-1-(6-(pyridin-4-yl)pyridazin-3-yl)pyrrolidin-2-one